acetamidodiphenylamine C(C)(=O)NN(C1=CC=CC=C1)C1=CC=CC=C1